C[C@H](CCO)CCCC(=C)C (S)-3,7-dimethyl-7-octenol